C(CCCCCCCCCCCCCCCCCCCC)OC(CCN(CCC(=O)O)CCCN(CCC(OCCCCCCCCCCC)=C=O)CCO)=O.FC1(S(=O)(=O)CC(C1(CF)F)F)F 2,2,3,4-tetrafluoro-3-(fluoromethyl)sulfolane heneicosyl-3,3'-((3-((2-hydroxyethyl)(3-carbonyl-3-(undecanyloxy)propyl)amino)propyl)azanediyl)dipropionate